9-bromo-7H-benzo[C]carbazole BrC=1C=CC=2C=3C4=C(C=CC3NC2C1)C=CC=C4